(S)-4-(2-(4-(2-acetyl-5-chlorophenyl)-3-methoxy-6-oxopyridazin-1(6H)-yl)-3-phenylpropionamido)-2-hydroxybenzoic acid C(C)(=O)C1=C(C=C(C=C1)Cl)C=1C(=NN(C(C1)=O)[C@H](C(=O)NC1=CC(=C(C(=O)O)C=C1)O)CC1=CC=CC=C1)OC